N1[C@@H](CN[C@H]2CCCC[C@H]12)CCS 2-((2R,4aS,8aS)-decahydroquinoxalin-2-yl)ethane-1-thiol